N-({1-[4-(benzylamino)pyrrolo[2,1-f][1,2,4]triazin-2-yl]-2-methyl-1H-indol-4-yl}methyl)aminosulfonamide C(C1=CC=CC=C1)NC1=NC(=NN2C1=CC=C2)N2C(=CC1=C(C=CC=C21)CNNS(=O)=O)C